tert-butyl (R)-3-(4-(2,4-dioxo-3-((2-(trimethylsilyl)ethoxy)methyl)tetrahydropyrimidin-1(2H)-yl)-1H-indol-1-yl)piperidine-1-carboxylate O=C1N(CCC(N1COCC[Si](C)(C)C)=O)C1=C2C=CN(C2=CC=C1)[C@H]1CN(CCC1)C(=O)OC(C)(C)C